N-[5-({4-[(2S)-2-({2-cyclopropyl-7-methylthieno[3,2-d]pyrimidin-4-yl}amino)propyl]piperazin-1-yl}sulfonyl)-1,3-thiazol-2-yl]acetamide C1(CC1)C=1N=C(C2=C(N1)C(=CS2)C)N[C@H](CN2CCN(CC2)S(=O)(=O)C2=CN=C(S2)NC(C)=O)C